CN(C1CC(N(C1)C(=O)OC(C)(C)C)(C)C)C tert-butyl 4-(dimethylamino)-2,2-dimethylpyrrolidine-1-carboxylate